ClCC=1C(=NC(=NC1)SC)NC1CCCC1 5-(chloromethyl)-N-cyclopentyl-2-(methylthio)pyrimidin-4-amine